ethyl 3-bromo-1-(3-chloropyridin-2-yl)-1H-pyrazole-5-carboxylate BrC1=NN(C(=C1)C(=O)OCC)C1=NC=CC=C1Cl